4-(5-(3,5-dichlorophenyl)-5-(trifluoromethyl)-4,5-dihydroisoxazol-3-yl)-N-(5-ethyl-1-methyl-1H-1,2,4-triazol-3-yl)-N,2-dimethylbenzamide ClC=1C=C(C=C(C1)Cl)C1(CC(=NO1)C1=CC(=C(C(=O)N(C)C2=NN(C(=N2)CC)C)C=C1)C)C(F)(F)F